FC(C=1N=CN2C1C(NCC2)=O)(F)F 1-(trifluoromethyl)-6,7-dihydroimidazo[1,5-a]pyrazin-8(5H)-one